N-sulfosuccinimide 4-(5-nitro-2-pyridyldithio)-valerate [N+](=O)([O-])C=1C=CC(=NC1)SSC(CCC(=O)O)C.S(=O)(=O)(O)N1C(CCC1=O)=O